(1H-pyrazol-4-yl)acrylic acid N1N=CC(=C1)C(C(=O)O)=C